NC1=CN(C=CC=C1)C(=O)C1=NN(C(=C1)C1=CC(=C(C#N)C=C1)F)C1=C(C=C(C=C1)N1CCCCC1)F (R)-4-(3-(3-aminoazepine-1-carbonyl)-1-(2-fluoro-4-(piperidin-1-yl)phenyl)-1H-pyrazol-5-yl)-2-fluorobenzonitrile